N-(2-(4-((S)-4-cyclopropyl-3-methylpiperazine-1-yl)piperidine-1-yl)-5-((6-((S)-3-(3-(dimethylamino)benzyl)isoxazolidine-2-yl)pyrimidine-4-yl)amino)-4-methoxyphenyl)acrylamide C1(CC1)N1[C@H](CN(CC1)C1CCN(CC1)C1=C(C=C(C(=C1)OC)NC1=NC=NC(=C1)N1OCC[C@@H]1CC1=CC(=CC=C1)N(C)C)NC(C=C)=O)C